BrC1=C(C=CC(=C1)Cl)N1N=NC(=C1)C(F)(F)F 1-(2-Bromo-4-chlorophenyl)-4-(trifluoromethyl)-1H-1,2,3-triazol